2-[(1S)-1-cyclohexylethoxy]-5-fluoro-N-(3-fluoro-2-methylphenyl)-4-(3-oxo-5,6,7,8-tetrahydro[1,2,4]triazolo[4,3-a]pyridin-2(3H)-yl)benzamide C1(CCCCC1)[C@H](C)OC1=C(C(=O)NC2=C(C(=CC=C2)F)C)C=C(C(=C1)N1N=C2N(CCCC2)C1=O)F